(Z)-2-(2,6-Dioxopiperidin-3-yl)-5-((3-(1-(2-(4-(1-(4-hydroxyphenyl)-2-phenylbut-1-en-1-yl)phenoxy)ethyl)piperidin-4-yl)propyl)amino)isoindolin-1,3-dion O=C1NC(CCC1N1C(C2=CC=C(C=C2C1=O)NCCCC1CCN(CC1)CCOC1=CC=C(C=C1)\C(=C(\CC)/C1=CC=CC=C1)\C1=CC=C(C=C1)O)=O)=O